2-(4-methoxyphenyl)-N-methylethan-1-amine COC1=CC=C(C=C1)CCNC